C(C)(C)(C)OC(=O)N1C[C@H](OC[C@H]1CO[Si](C1=CC=CC=C1)(C1=CC=CC=C1)C(C)(C)C)C(NC(C)(C)C1=NC=CC2=C(C=CC=C12)F)=O.C(C=C)(=O)OCCC[Si](OC)(OC)C acryloxypropylmethyldimethoxysilane tert-butyl-(2S,5S)-5-(((tert-butyldiphenylsilyl)oxy)methyl)-2-((2-(5-fluoroisoquinolin-1-yl)propan-2-yl)carbamoyl)morpholine-4-carboxylate